BrC=1C=C(C=NC1OC)[C@@H](C)N(C(=O)N[C@H](C=C)CCC(F)(F)F)CC 1-((R)-1-(5-bromo-6-methoxypyridin-3-yl)ethyl)-1-ethyl-3-((S)-6,6,6-trifluorohex-1-en-3-yl)urea